Ethyl (3S)-3-[(1R)-5-acetyl-1-(4-chlorophenyl)-7-fluoro-3-oxo-1-[(3S)-oxolan-3-yloxy]-2,3-dihydro-1H-isoindol-2-yl]-3-(4-chlorophenyl)propanoate C(C)(=O)C=1C=C2C(N([C@@](C2=C(C1)F)(O[C@@H]1COCC1)C1=CC=C(C=C1)Cl)[C@@H](CC(=O)OCC)C1=CC=C(C=C1)Cl)=O